FC=1C=C(C=CC1)N(C(=O)NC=1C=NC(=CC1)C)C1CCN(CC1)CC=1C=NC(=CC1)OC1=CC=C(C=C1)S(=O)(=O)N1CCC(CC1)=O N-(3-fluorophenyl)-N'-(6-methyl-3-pyridinyl)-N-{1-[(6-{4-[(4-oxo-1-piperidinyl)sulfonyl]phenoxy}-3-pyridinyl)methyl]-4-piperidinyl}urea